CC=1NC(=CC1C(=O)OCC)S(N[C@H]1CC=2NC3=CC=CC=C3C2CC1)(=O)=O ethyl (R)-2-methyl-5-(N-(2,3,4,9-tetrahydro-1H-carbazol-2-yl)sulfamoyl)-1H-pyrrole-3-carboxylate